CC1=CC=C(C=C1)S(=O)(=O)O[C@H](C)CCO[Si](C)(C)C(C)(C)C (R)-4-((tert-butyldimethylsilyl)oxy)butan-2-yl 4-methylbenzene-1-sulfonate